2-(1-(2,2-difluoroethyl)piperidin-4-yl)-2,4-dimethyl-N-((6-methyl-4-(methylthio)-2-oxo-1,2-dihydropyridin-3-yl)methyl)-7-(6-morpholinopyridin-3-yl)benzo[d][1,3]dioxole-5-carboxamide FC(CN1CCC(CC1)C1(OC2=C(O1)C(=CC(=C2C)C(=O)NCC=2C(NC(=CC2SC)C)=O)C=2C=NC(=CC2)N2CCOCC2)C)F